N-[2-(1-benzylpiperidin-4-yl)ethyl]-4-(pyrimidin-2-yl)piperazine-1-carboxamide C(C1=CC=CC=C1)N1CCC(CC1)CCNC(=O)N1CCN(CC1)C1=NC=CC=N1